C1(=CC=CC=C1)COC(=O)N[C@@H](CC(C)C)C(=O)N[C@@H](CC(C)C)C(=O)N[C@@H](CC(C)C)C=O (N-[(phenylmethoxy)carbonyl])-L-leucyl-N-[(1S)-1-formyl-3-methylbutyl]-L-leucinamide